ClC1=CC=C(C=C1)[C@@H]1C2=C(C3=CN(C(C=C3[C@H](O1)CC(=O)NCC)=O)C)SC(=C2C)C 2-(4R,6R)-(4-(4-chlorophenyl)-2,3,9-trimethyl-8-oxo-4,6,8,9-tetrahydrothieno[2',3':5,6]oxepino[4,3-c]pyridin-6-yl)-N-ethylacetamide